Chlorophyll C1 CCC1=C(C2=NC1=CC3=C(C4=C([N-]3)C(=C5C(=C(C(=N5)C=C6C(=C(C(=C2)[N-]6)C=C)C)C)/C=C/C(=O)O)C(C4=O)C(=O)OC)C)C.[Mg+2]